1,1'-(oxybis(ethylene)) O(C=C)C=C